(1R)-1-{5-[1-(2,2,2-Trifluoroethyl)-1H-pyrazol-4-yl]-1,2,4-oxadiazol-3-yl}-6-azaspiro[2.5]octan-6-sulfonamid FC(CN1N=CC(=C1)C1=NC(=NO1)[C@@H]1CC12CCN(CC2)S(=O)(=O)N)(F)F